N1N=CC(=C1)CCNC1=NC(=NC(=C1C)C)C(=O)NCCC=1C=NC=C(C1)F 4-((2-(1H-pyrazol-4-yl)ethyl)amino)-N-(2-(5-fluoropyridin-3-yl)ethyl)-5,6-dimethylpyrimidine-2-carboxamide